5-(aminomethyl)-N,N-dimethylpyridin-2-amine CN(C)C1=NC=C(C=C1)CN